tetra-i-propoxytitanium titanium [Ti].C(C)(C)O[Ti](OC(C)C)(OC(C)C)OC(C)C